2-isopropyl-4-methoxy-5,6-dihydropyrido[3,4-d]pyrimidine-7(8H)-carboxylic acid tert-butyl ester C(C)(C)(C)OC(=O)N1CC=2N=C(N=C(C2CC1)OC)C(C)C